1,7-Bis(4-methoxyphenyl)-1,6-heptadiene-3,5-dione COC1=CC=C(C=C1)C=CC(CC(C=CC1=CC=C(C=C1)OC)=O)=O